3-propoxytitanium bis(ethylacetoacetate) titanium dodecylbenzenesulfonate C(CCCCCCCCCCC)OS(=O)(=O)C1=CC=CC=C1.[Ti+4].C(C)CC(CC(=O)[O-])=O.C(C)CC(CC(=O)[O-])=O.CCCO[Ti+3]